N(=[N+]=[N-])C=1C=C(CN2CC=3C(N(C=4N(C3CC2)CCN4)CC4=CC=C(C=C4)C(F)(F)F)=O)C=CC1 7-(3-Azidobenzyl)-4-(4-(trifluoromethyl)benzyl)-2,4,6,7,8,9-hexahydroimidazo[1,2-a]pyrido[3,4-e]pyrimidin-5(1H)-one